O1CC(CCC1)C(C)O tetrahydro-2H-pyran-3-ylethan-1-ol